4-Bromo-2,3-dimethylbenzonitrile BrC1=C(C(=C(C#N)C=C1)C)C